NC([C@H](CCC(=O)OCCCC)N1C(C2=CC=C(C=C2C1)C[C@@H]1[C@H](CCCC1)NC1CCC(CC1)C#N)=O)=O butyl (S)-5-amino-4-(5-(((1R,2S)-2-((4-cyanocyclohexyl)amino)cyclohexyl)methyl)-1-oxoisoindolin-2-yl)-5-oxopentanoate